C(C(=C)C)(=O)OCC(OC(N)=O)CC(CC(CCC(COC(C(=C)C)=O)OC(N)=O)C)(C)C [2,2,4-trimethylhexaMethylenebis(2-carbamoyloxyethyl)] dimethacrylate